6-(3-(2-bromophenyl)-4-methylpiperazin-1-yl)-N4-cyclopropylpyrimidine-2,4-diamine BrC1=C(C=CC=C1)C1CN(CCN1C)C1=CC(=NC(=N1)N)NC1CC1